COC(C1=CC=C(C=C1)N1CCC(CC1)CO)=O methyl-4-(4-(hydroxymethyl)piperidin-1-yl)benzoate